BrC1=CC=C(C=C1)C1CC(=NN1C(=O)C1C(OC2=C(C1)C=CC(=C2)OCCC[Se]C#N)=O)C2=CC=C(C=C2)F 3-(5-(4-bromophenyl)-3-(4-fluorophenyl)-4,5-dihydro-1H-pyrazole-1-carbonyl)-7-(3-cyanoselenopropoxy)-dihydro-benzopyran-2-one